ClC1=C(C=CC(=C1)OC1=NC=NC2=CC(=C(C=C12)OC)O)NC(=O)NC1=CC=C(C=C1)OC(F)(F)F 1-(2-chloro-4-((7-hydroxy-6-methoxyquinazolin-4-yl)oxy)phenyl)-3-(4-(trifluoromethoxy)phenyl)urea